BrC=1C(=C(CC2N(CCCC2NS(=O)(=O)C)C(=O)OC(C)(C)C)C=CC1)F tert-butyl 2-(3-bromo-2-fluorobenzyl)-3-(methylsulfonamido)piperidine-1-carboxylate